OCCOCCOCCOCCN1C(C=CC1=O)=O 1-(2-(2-(2-(2-hydroxyethoxy)ethoxy)ethoxy)ethyl)-1H-pyrrole-2,5-dione